F[C@H]1CC(CN(C1)C(=O)OCC1=CC=CC=C1)(C(=O)OCC)C 1-benzyl 3-ethyl (5S)-5-fluoro-3-methylpiperidine-1,3-dicarboxylate